BrC1=CC=CC=2N(C(N(C21)C)=O)C2C(N(C(CC2)=O)CC2=CC=C(C=C2)OC)=O 3-(4-bromo-3-methyl-2-oxo-benzoimidazol-1-yl)-1-[(4-methoxyphenyl)methyl]piperidine-2,6-dione